FC(C=C)C(F)F 3,4,4-trifluoro-1-butene